C1(CC1)C1=CC=C(C=O)C=C1 4-cyclopropylbenzaldehyde